(3,3-difluorobutyl)pyrimidine FC(CCC1=NC=CC=N1)(C)F